C(C)N1C(NC(=CC1=O)NC(C1=CC=CC=C1)=O)=O N-(1-ethyl-2,6-dioxo-1,2,3,6-tetrahydropyrimidin-4-yl)benzamide